(2S)-2-(tert-butoxycarbonylamino)-3-(4-hydroxyphenyl)propanoic acid C(C)(C)(C)OC(=O)N[C@H](C(=O)O)CC1=CC=C(C=C1)O